5-bromo-N,N-dimethyl-2,3-dihydro-1H-inden-1-amine BrC=1C=C2CCC(C2=CC1)N(C)C